NC(C)(C)C1=CC(=NC(=C1)C1=CC=C(C=C1)F)OC1[C@@H]2CN(C[C@H]12)C(=O)C=1C(=NN(C1F)C1=NC=CC=N1)C ((1R,5S,6s)-6-((4-(2-aminopropan-2-yl)-6-(4-fluorophenyl)pyridin-2-yl)oxy)-3-azabicyclo[3.1.0]hexan-3-yl)(5-fluoro-3-methyl-1-(pyrimidin-2-yl)-1H-pyrazol-4-yl)methanone